3-Bromo-1-methyl-N-phenethyl-1H-1,2,4-triazol-5-amine BrC1=NN(C(=N1)NCCC1=CC=CC=C1)C